NC1=NC(=C(C=C1C=1C=C2CCNC(C2=CC1)=O)C1=CC=C(C=C1)S(=O)(=N)C)F 6-(2-amino-6-fluoro-5-(4-(S-methylsulfonimidoyl)phenyl)pyridin-3-yl)-3,4-dihydroisoquinolin-1(2H)-one